[(7S)-5,6,7,9-tetrahydro-1,2,3,10-tetramethoxy-9-oxobenzo[a]heptalen-7-yl]acetamide COC1=C(C(=CC2=C1C1=CC=C(C(C=C1[C@@H](CC2)CC(=O)N)=O)OC)OC)OC